(S)-1-(3-((1,2,3,4-Tetrahydroisoquinolin-8-yl)amino)piperidin-1-yl)ethan-1-one C1NCCC2=CC=CC(=C12)N[C@@H]1CN(CCC1)C(C)=O